FC1=C(C=CC(=C1)C(F)(F)F)C1=NN2C(CN([C@@H](C2)C)C(=O)OC(C)(C)C)=C1C1=CC=NC=C1 |r| rac-tert-butyl (6RS)-2-[2-fluoro-4-(trifluoromethyl)phenyl]-6-methyl-3-(pyridin-4-yl)-6,7-dihydropyrazolo[1,5-a]pyrazine-5(4H)-carboxylate